ClC=1C(=C(C=CC1)C(C)N1[C@@H](C[C@@](CC1)(C(=O)OC)CC1=NC(=CC=C1F)NC1=NNC(=C1)C)C)F (2R,4R)-methyl 1-(1-(3-chloro-2-fluorophenyl) ethyl)-4-((3-fluoro-6-((5-methyl-1H-pyrazol-3-yl) amino) pyridin-2-yl) methyl)-2-methylpiperidine-4-carboxylate